ClCOC(=O)C1CCC(CC1)OC 4-Methoxycyclohexanecarboxylic acid chloromethyl ester